C(C)C=1C(=NC=NC1)N1CCN(CC1)CC1=NC2=C(N1)C=CC(=C2)C(F)(F)F 2-((4-(5-ethylpyrimidin-4-yl)piperazin-1-yl)methyl)-5-(trifluoromethyl)-1H-benzo[d]imidazole